ClC1=CC(=C(NC=2C(=C(C=NC2)CC2=C(C(=NC=C2)N)F)C)C=C1)OC 4-[[5-(4-chloro-2-methoxy-anilino)-4-methyl-3-pyridyl]methyl]-3-fluoro-pyridin-2-amine